CC(CCCCC)(SSC=1SC(=NN1)SSC(CCCCC)(C)C)C 2,5-bis(dimethylhexyl-dithio)-1,3,4-thiadiazole